CCCCCCCCCCCCCCC[C@H]([C@H](CO[C@H]1C(C([C@H]([C@H](O1)CO)O)O)O)NC(=O)CCCCCCCCCCCCCCC/C=C\CCCCCCCC)O N-(17Z-hexacosenoyl)-1-beta-galactosyl-sphinganine